C1(=CC=CC=C1)S(=O)(=O)NC=1C=C(C=CC1)/C=C/[C@@H](CCOC=1C=C(C=CC1)C(C(=O)O)(C)C)O 2-[3-[(E,3R)-5-[3-(Benzenesulfonamido)phenyl]-3-hydroxypent-4-enoxy]phenyl]-2-methylpropanoic acid